C(C1=CC=CC=C1)OC(CC(=O)C1=NN(C=2CC(CCC12)(C)C)C1OCCCC1)=O.C(CC(C)C)N(C(=S)OCC)CC isopentyl-ethyl-thiourethane benzyl-3-[6,6-dimethyl-1-(tetrahydropyran-2-yl)-4,5,6,7-tetrahydro-1H-indazol-3-yl]-3-oxopropionate